O=C1N(C(C=C1)=O)CCOCCC1=C2C=CC=C(C2=CC=C1)NC(=O)NCC=1C(=C2CN(C(C2=CC1)=O)C1C(NC(CC1)=O)=O)O 1-(5-(2-(2-(2,5-dioxo-2,5-dihydro-1H-pyrrol-1-yl)ethoxy)ethyl)naphthalen-1-yl)-3-((2-(2,6-dioxopiperidin-3-yl)-4-hydroxy-1-oxoisoindolin-5-yl)methyl)urea